3-(3-methyl-4-((methyl(4-((((1R,2S,4R)-1,7,7-trimethylbicyclo[2.2.1]heptan-2-yl)amino)methyl)phenyl)amino)methyl)-2-oxo-2,3-dihydro-1H-benzo[d]imidazol-1-yl)piperidine-2,6-dione CN1C(N(C2=C1C(=CC=C2)CN(C2=CC=C(C=C2)CN[C@@H]2[C@@]1(CC[C@H](C2)C1(C)C)C)C)C1C(NC(CC1)=O)=O)=O